3-Iodo-N-(6-methylpyridazin-3-yl)pyrazolo[1,5-a]pyrimidin-6-amine IC=1C=NN2C1N=CC(=C2)NC=2N=NC(=CC2)C